CN1N(CCC1)C(=O)O[C@H]1C[C@H](CC1)C1=CC(=NN1)NC(=O)C1CC2=C(C=C(C(=C2C1)C=O)OCC1=CC=CC=C1)OC (1R,3S)-3-(3-(5-(benzyloxy)-4-formyl-7-methoxy-2,3-dihydro-1H-indene-2-carboxamido)-1H-pyrazol-5-yl)cyclopentyl 2-methylpyrazolidine-1-carboxylate